6-[1-[(1R)-1-[4-[5-(difluoromethyl)-1,3,4-oxadiazol-2-yl]-3-fluorophenyl]ethyl]triazol-4-yl]-1,3-benzothiazol-2-amine FC(C1=NN=C(O1)C1=C(C=C(C=C1)[C@@H](C)N1N=NC(=C1)C1=CC2=C(N=C(S2)N)C=C1)F)F